bis(2-methyl-4-phenylcyclopenta[b]indolyl)hafnium CC=1C(C2=C(N(C=3C=CC=CC23)C2=CC=CC=C2)C1)[Hf]C1C(=CC=2N(C=3C=CC=CC3C21)C2=CC=CC=C2)C